C(=C)C1SC=CCS1 2-vinyl-4H-1,3-dithiin